[C@@H]12C(N(C[C@@H](CC1)N2C(=O)OC(C)(C)C)C(=O)OCC2=CC=CC=C2)C(=O)OCC 3-benzyl 8-(tert-butyl) 2-ethyl (1S,5R)-3,8-diazabicyclo[3.2.1]octane-2,3,8-tricarboxylate